CN1CCC(CC1)NC(=O)C=1C=C2C(=NC1)NC=C2C2=CC=1C(=CN=CC1)S2 N-(1-methylpiperidin-4-yl)-3-(thieno[2,3-c]pyridin-2-yl)-1H-pyrrolo[2,3-b]pyridine-5-carboxamide